(2r,5s)-5-(4-(6-chloro-4-oxo-3,4-dihydro-7H-pyrrolo[2,3-d]pyrimidin-7-yl)phenyl)-2-cyclopropylmorpholine-4-carboxylic acid tert-butyl ester C(C)(C)(C)OC(=O)N1C[C@H](OC[C@@H]1C1=CC=C(C=C1)N1C(=CC2=C1N=CNC2=O)Cl)C2CC2